C(CC(O)(C(=O)[O-])CC(=O)[O-])(=O)[O-].C(CC(O)(C(=O)[O-])CC(=O)[O-])(=O)[O-].[K+].[K+].[K+].[Bi+3] Bismuth tripotassium dicitrate